tert-butyl 2-(1-(3-(benzo[d]thiazol-2-yl)phenyl)cyclopropyl)-4-oxo-3,4,5,7,8,9-hexahydro-6H-pyrimido[5,4-c]azepine-6-carboxylate S1C(=NC2=C1C=CC=C2)C=2C=C(C=CC2)C2(CC2)C=2NC(C=1CN(CCCC1N2)C(=O)OC(C)(C)C)=O